C1(CC1)C1=NN(C=C1NC1=NC=C(C=N1)I)C N-(3-cyclopropyl-1-methyl-1H-pyrazol-4-yl)-5-iodopyrimidin-2-amine